[(6,6'-bis(naphthalen-2-yl)[1,1'-binaphthalene]-2,2'-diyl)bis{oxy[3-(naphthalen-1-yl)-4,1-phenylene]}]dimethanol C1=C(C=CC2=CC=CC=C12)C=1C=C2C=CC(=C(C2=CC1)C1=C(C=CC2=CC(=CC=C12)C1=CC2=CC=CC=C2C=C1)OC1=C(C=C(C=C1)CO)C1=CC=CC2=CC=CC=C12)OC1=C(C=C(C=C1)CO)C1=CC=CC2=CC=CC=C12